CC1=CC=C(C(=O)OC(C)C(C(C)OC(C2=CC=C(C=C2)C)=O)CC)C=C1 3-ethyl-2,4-pentanediol bis(4-methylbenzoate)